C(C1CO1)OCCC[Si](OC)(OC)OC γ-Glycidyloxy-propyltrimethoxysilan